2-(Trifluoromethyl)-11H-imidazo[1',2':1,2]pyrido[3,4-b]indole FC(C=1N=C2N(C=CC3=C2NC2=CC=CC=C32)C1)(F)F